pyran-4-sulfonamide O1CC=C(C=C1)S(=O)(=O)N